C(C=C)C(C(COCC(C(CC=C)O)Cl)Cl)O Allyl-2-chloro-3-hydroxypropyl ether